5-bromo-7-(4-methanesulfonylphenyl)furo[2,3-c]pyridine BrC=1C=C2C(=C(N1)C1=CC=C(C=C1)S(=O)(=O)C)OC=C2